N-(1-cyanocyclopropyl)-4-(dimethylamino)-2-methylquinazoline-6-sulfonamide C(#N)C1(CC1)NS(=O)(=O)C=1C=C2C(=NC(=NC2=CC1)C)N(C)C